ClC=1C=C(C=CC1OC(C)C)C1=NC(=NO1)N1C=C(C2=CC(=CC=C12)C=O)F 1-(5-(3-chloro-4-isopropoxyphenyl)-1,2,4-oxadiazol-3-yl)-3-fluoro-1H-indole-5-carbaldehyde